C1(=CC=CC=C1)[C@H]1CNCC1 (3S)-3-phenylpyrrolidin